4-(N-(3-chlorophenyl)methanesulfonamido)butyric acid ethyl ester C(C)OC(CCCN(S(=O)(=O)C)C1=CC(=CC=C1)Cl)=O